CC(CS)(CCC)C 2,2-dimethylpentyl mercaptan